3'-deoxyuridine [C@@H]1([C@H](O)C[C@@H](CO)O1)N1C(=O)NC(=O)C=C1